C(C)(C)N(C(=O)C1=C(C=CC(=C1)F)N1C=C(C=2C1=CN=CC2)C(=O)C2CCN(CC2)C(=O)[C@H]2N([C@@H]1CC([C@H]2CC1)=C)C(=O)OC(C)(C)C)C(C)C tert-Butyl (1S,3S,4R)-3-(4-(1-(2-(diisopropylcarbamoyl)-4-fluorophenyl)-1H-pyrrolo[2,3-c]pyridine-3-carbonyl)piperidine-1-carbonyl)-5-methylene-2-azabicyclo[2.2.2]-octane-2-carboxylate